C(#N)CCC1=NN=C(S1)C1=CC=C(C=N1)C(=O)N([C@H]1CNCCC1)C1=NC=CC2=C1C(=CS2)C 6-[5-(2-cyanoethyl)-1,3,4-thiadiazol-2-yl]-N-(3-methylthieno[3,2-c]pyridin-4-yl)-N-[(3R)-3-piperidyl]pyridine-3-carboxamide